thiaglutaric diamide S(CCCC(=O)N)(=O)N